3-Amino-4-bromo-6-chloropicolinic acid NC=1C(=NC(=CC1Br)Cl)C(=O)O